C(C)(C)(C)OC(=O)N1C[C@H](CC1)CN1CCN2C1=C(C1=C2N=CN=C1N)C1=CC(=C(C=C1)OC1=NC(=CC=C1)C)F (R)-3-((4-amino-5-(3-fluoro-4-((6-methylpyridin-2-yl)oxy)phenyl)-7,8-dihydro-6H-Imidazo[1',2':1,5]pyrrolo[2,3-d]pyrimidin-6-yl)methyl)pyrrolidine-1-carboxylic acid tert-butyl ester